CN(C(=O)[C@@H]1C[C@H](C1)NC(OCC1=CC=CC=C1)=O)C Benzyl [trans-3-(dimethylcarbamoyl)cyclobutyl]carbamate